(2S)-2-[2-[(1S)-2,2-Dimethyl-6-methylidenecyclohexyl]ethyl]-5-methoxy-2,7-dimethyl-3,4-dihydrochromene CC1([C@@H](C(CCC1)=C)CC[C@@]1(OC2=CC(=CC(=C2CC1)OC)C)C)C